FC1([C@H](C12CCN(CC2)S(=O)(=O)N)C2=NOC(=N2)C=2C=NN(C2C(F)(F)F)C)F (2R)-1,1-difluoro-2-{5-[1-methyl-5-(trifluoromethyl)-1H-pyrazol-4-yl]-1,2,4-oxadiazol-3-yl}-6-azaspiro[2.5]octane-6-sulfonamide